FC=1C=CC(=C2C=C(N(C12)CCNC1=NC=NC(=C1)C=1C=CC=2N(C1)C=CN2)C#N)OC 7-Fluoro-1-[2-(6-imidazo[1,2-a]pyridin-6-yl-pyrimidin-4-ylamino)-ethyl]-4-methoxy-1H-indole-2-carbonitrile